[OH-].C12C3CCCC3C(CC1)C2 tricyclo[5.2.1.02,6]Decane hydroxide